5-Chloro-2-(2-cyclobutoxy-4-fluorophenoxy)-N-(6-oxo-1,6-dihydropyridazin-4-yl)-4-(trifluoromethyl)benzamide ClC=1C(=CC(=C(C(=O)NC=2C=NNC(C2)=O)C1)OC1=C(C=C(C=C1)F)OC1CCC1)C(F)(F)F